COC(NCCC=1OC(=NN1)C=1C(=NC=CC1)NC1=CC=C(C=C1)C(F)(F)F)=O methyl-N-[2-[5-[2-[4-(trifluoromethyl)anilino]-3-pyridyl]-1,3,4-oxadiazol-2-yl]ethyl]carbamate